ClC(CCCCCC(=O)O)C(CCCCCCCC)Cl 7,8-dichlorohexadecanoic acid